FC1=CC2=C(N[C@H](CN2)[C@@H](C2=CC=CC=C2)NCCC=2C=CC(=C(C2)[C@@H](C(=O)O)C)C)N=C1 |o1:25| (S or R)-2-(5-(2-(((R)-((R)-7-fluoro-1,2,3,4-tetrahydropyrido[2,3-b]pyrazin-3-yl)(phenyl)methyl)amino)ethyl)-2-methylphenyl)propanoic acid